N4-acetylcytidine-5'-triphosphate P(O)(=O)(OP(=O)(O)OP(=O)(O)O)OC[C@@H]1[C@H]([C@H]([C@@H](O1)N1C(=O)N=C(NC(C)=O)C=C1)O)O